[O-]S(=O)(=O)C(F)(F)F.FCCC[N+]1=C(SC2=C1C=CC=C2)C2=CC=CC=C2 3-(3-Fluoropropyl)-2-phenylbenzo[d]thiazol-3-ium triflate